O=C1NC(CCC1N1C(N(C2=C1C=CC(=C2)CCOCCOCCOCCOCCNC(OC(C)(C)C)=O)C)=O)=O Tert-butyl (14-(1-(2,6-dioxopiperidin-3-yl)-3-methyl-2-oxo-2,3-dihydro-1H-benzo[d]imidazol-5-yl)-3,6,9,12-tetraoxatetradecyl)carbamate